2-(4-bromo-2-methoxyphenyl)-3-(4-chlorobenzenesulfonyl)-1,3-thiazolidine BrC1=CC(=C(C=C1)C1SCCN1S(=O)(=O)C1=CC=C(C=C1)Cl)OC